(S)-4-(1-hydroxypropyl)-N-(6-methyl-5-(7-(methylamino)-1,6-naphthyridin-3-yl)pyridin-3-yl)pyridineamide O[C@@H](CC)C1=CC(=NC=C1)C(=O)NC=1C=NC(=C(C1)C=1C=NC2=CC(=NC=C2C1)NC)C